(R)-3-(2-fluoro-4-(5-(1-hydroxy-2-isopropoxyethyl)-1H-pyrazolo[3,4-b]pyridin-1-yl)phenyl)propanoic acid FC1=C(C=CC(=C1)N1N=CC=2C1=NC=C(C2)[C@H](COC(C)C)O)CCC(=O)O